C[N+]1=CNC=C1.[I-] Methylimidazolium iodide